(R)-1-methyl-N-(3-(1-(4-methyl-4H-1,2,4-triazol-3-yl)propan-2-yl)phenyl)-4-(trifluoromethyl)-1H-imidazole-2-carboxamide CN1C(=NC(=C1)C(F)(F)F)C(=O)NC1=CC(=CC=C1)[C@@H](CC1=NN=CN1C)C